tert-butyl 2-(4-((4-(2-(2,6-dioxopiperidin-3-yl)-1-oxoisoindolin-5-yl)piperazin-1-yl)methyl)piperidin-1-yl)acetate O=C1NC(CCC1N1C(C2=CC=C(C=C2C1)N1CCN(CC1)CC1CCN(CC1)CC(=O)OC(C)(C)C)=O)=O